ClC=1CN(SC1Cl)CCCCCCCC 4,5-dichloro-2-N-octyl-4-isothiazoline